(2S,4R)-N-[(4-cyclopropyl-2-methyl-pyrazol-3-yl)methyl]-1-[(2S)-2-(4-cyclopropyltriazol-1-yl)-3,3-dimethyl-butanoyl]-4-hydroxy-pyrrolidine-2-carboxamide C1(CC1)C1=C(N(N=C1)C)CNC(=O)[C@H]1N(C[C@@H](C1)O)C([C@H](C(C)(C)C)N1N=NC(=C1)C1CC1)=O